C(C1=CC=CC=C1)OC(=O)N[C@@H]([C@@H](C(=O)N[C@@H](C(=O)OCC1=CC=CC=C1)C1=CC(=CC(=C1)OC(F)(F)F)F)O)CC1=CC=CC=C1 (R)-benzyl 2-((2S,3R)-3-(((benzyloxy)carbonyl)amino)-2-hydroxy-4-phenylbutanamido)-2-(3-fluoro-5-(trifluoromethoxy)phenyl)acetate